cetylstearyl acetate C(C)(=O)OCCCCCCCCCCCCCCCCCCCCCCCCCCCCCCCCCC